5-tert-butyl-N-[[4-[6-[4-[4-[4-(2,6-dioxo-3-piperidyl)phenyl]phenyl]butyl]pyrrolo[2,1-f][1,2,4]triazin-4-yl]-2-methyl-phenyl]methyl]-1,2,4-oxadiazole-3-carboxamide C(C)(C)(C)C1=NC(=NO1)C(=O)NCC1=C(C=C(C=C1)C1=NC=NN2C1=CC(=C2)CCCCC2=CC=C(C=C2)C2=CC=C(C=C2)C2C(NC(CC2)=O)=O)C